OC(C)(C)C1=CC(=CC=C1)C(=C)C 1-(α-hydroxyisopropyl)-3-isopropenylbenzene